C1(CC1)C(CC)CCC 3-Cyclopropyl-hexan